5,8,12-trihydroxyoctadecenoic acid OC(CC=CC(=O)O)CCC(CCCC(CCCCCC)O)O